FC=1C=C2C(=NN(C2=CC1C1CCN(CC1)[C@@H](C)C1CCNCC1)C)C1C(NC(CC1)=O)=O 3-[5-fluoro-1-methyl-6-[1-[(1S)-1-(4-piperidyl)ethyl]-4-piperidyl]indazol-3-yl]piperidine-2,6-dione